8-(2-methoxyphenyl)-N-(6-methyl-5,6,7,8-tetrahydro-1,6-naphthyridin-3-yl)quinazolin-2-amine COC1=C(C=CC=C1)C=1C=CC=C2C=NC(=NC12)NC=1C=NC=2CCN(CC2C1)C